6-(6-(4-(2-((1s,3s)-adamantan-1-yl)ethyl)piperazin-1-yl)pyridin-3-yl)-N-((4,6-dimethyl-2-oxo-1,2-dihydropyridin-3-yl)methyl)-1-isopropyl-1H-indazole-4-carboxamide C12(CC3CC(CC(C1)C3)C2)CCN2CCN(CC2)C2=CC=C(C=N2)C=2C=C(C=3C=NN(C3C2)C(C)C)C(=O)NCC=2C(NC(=CC2C)C)=O